FC1=C(C=C(C=C1)O)NC(C=1N=CNC1)C1=CC(=CC=C1)F 4-fluoro-3-(((3-fluorophenyl)(1H-imidazol-4-yl)methyl)amino)phenol